ClC1=CC=C2C3(C(N(C2=C1)CC1=CC=C(C=C1)OC)=O)CN(C3)C(=O)OC(C)(C)C tert-butyl 6'-chloro-1'-(4-methoxybenzyl)-2'-oxospiro[azetidine-3,3'-indoline]-1-carboxylate